[Al].S[Mg] mercaptomagnesium aluminum